The molecule is a very long-chain fatty acid anion that is the conjugate base of dihydroxy mycolic acid, obtained by deprotonation of the carboxy group; major species at pH 7.3. It is a mycolate, a very long-chain fatty acid anion, a branched-chain fatty acid anion and a hydroxy fatty acid anion. It is a conjugate base of a dihydroxy mycolic acid. CCCCCCCCCCCCCCCCCCCCCCC(C(CCCCCCCCCCCCCCCCCC1CC1CCCCCCCCCCCCCCCCC(C(C)CCCCCCCCCCCCCCCCCC)O)O)C(=O)[O-]